CS(=O)(=O)OC1CC2(CN(C3=NC=C(C(=C32)Cl)Br)CC3=CC=C(C=C3)OC)CC1 5'-bromo-4'-chloro-1'-(4-methoxybenzyl)-1',2'-dihydrospiro[cyclopentane-1,3'-pyrrolo[2,3-b]pyridin]-3-yl methanesulfonate